tert-butyl 5-(((trifluoromethyl)sulfonyl)oxy)-2,3-dihydro-1,4-oxazepine-4(7H)-carboxylate FC(S(=O)(=O)OC=1N(CCOCC1)C(=O)OC(C)(C)C)(F)F